Methyl 2-(1-acetyl-6-(6-methylpyridin-2-yl)-2,3-dihydro-1H-imidazo[1,2-a]imidazol-5-yl)-5-(methylthio)benzoate C(C)(=O)N1C=2N(CC1)C(=C(N2)C2=NC(=CC=C2)C)C2=C(C(=O)OC)C=C(C=C2)SC